CC(C)S(=O)(=O)C1=C(C=CC=C1)NC1=NC(=NC=C1)N N4-[2-(propane-2-sulfonyl)-phenyl]-pyrimidine-2,4-diamine